tert-butyl (1R,4R,5S)-5-((tert-butoxycarbonyl)(6-(2-cyanoethyl)-7-(2,3-dichlorophenyl)-8-fluoro-3-iodo-2-(methylthio)quinolin-4-yl)amino)-2-azabicyclo[2.1.1]hexane-2-carboxylate C(C)(C)(C)OC(=O)N([C@H]1[C@H]2CN([C@@H]1C2)C(=O)OC(C)(C)C)C2=C(C(=NC1=C(C(=C(C=C21)CCC#N)C2=C(C(=CC=C2)Cl)Cl)F)SC)I